COCC1=CC=C(C=N1)CNC(=O)NCC1CCNCC1 1-((6-(methoxymethyl)pyridin-3-yl)methyl)-3-(piperidin-4-ylmethyl)urea